1-(3-chloro-2-fluorobenzyl)-4-((4-chloro-5-methyl-6-((5-methyl-1H-pyrazol-3-yl)amino)pyridin-2-yl)methyl)piperidine-4-carboxylic acid ClC=1C(=C(CN2CCC(CC2)(C(=O)O)CC2=NC(=C(C(=C2)Cl)C)NC2=NNC(=C2)C)C=CC1)F